4-HYDROXYMETHYL-3-METHYLPHENYLBORONIC ACID OCC1=C(C=C(C=C1)B(O)O)C